C(/C1=CC=CC=C1)=N\C=1C(=NC(=NC1/N=C/C1=CC=CC=C1)S)O 5,6-bis((E)-benzylideneamino)-2-mercaptopyrimidin-4-ol